(1R,3S,5R,7R)-adamantan-2-amine C12C(C3CC(CC(C1)C3)C2)N